N-[(1R,3S)-3-[6-(3-methylisoxazol-5-yl)-[1,2,4]triazolo[4,3-a]pyridin-3-yl]cyclohexyl]-4-(oxetan-3-yloxy)-5-(trifluoromethyl)pyrimidin-2-amine CC1=NOC(=C1)C=1C=CC=2N(C1)C(=NN2)[C@@H]2C[C@@H](CCC2)NC2=NC=C(C(=N2)OC2COC2)C(F)(F)F